ClC=1C=C2C(C(=COC2=CC1C)C=O)=O 6-chloro-7-methyl-chromone-3-formaldehyde